C1(=CC=CC=C1)S(=O)(=O)N1C=CC2=CC=CC=C12 (phenylsulfonyl)-1H-indol